gold-potassium citrate gold [Au+3].C(CC(O)(C(=O)[O-])CC(=O)[O-])(=O)[O-].[K+].[Au+3]